tert-butyl 6-(4-bromo-3-(4-(methoxycarbonyl)phenyl)-5-methyl-1H-pyrazol-1-yl)-2-azaspiro[3.3]heptane-2-carboxylate BrC=1C(=NN(C1C)C1CC2(CN(C2)C(=O)OC(C)(C)C)C1)C1=CC=C(C=C1)C(=O)OC